C1(=CC=CC2=CC=CC=C12)C(C)O 1-Naphthyl-ethanol